tricosan-1-yl eicosanate C(CCCCCCCCCCCCCCCCCCC)(=O)OCCCCCCCCCCCCCCCCCCCCCCC